C1=CC(=C(C(=C1C2=C(C(=C(C(=C2Cl)Cl)Cl)Cl)Cl)Cl)Cl)Cl octachlorobiphenyl